C(=O)=[Fe](=C=O)(=C=O)(=C=O)=C=O pentacarbonyl-iron (0)